ClC1=C(C=C(C=2C3=C(NC12)[C@H](CNC(C3)=O)CC(C)(C)O)C3=NN(N=C3)C)Cl (S)-7,8-Dichloro-5-(2-hydroxy-2-methylpropyl)-10-(2-methyl-2H-1,2,3-triazol-4-yl)-3,4,5,6-tetrahydroazepino[4,5-b]indol-2(1H)-one